3-(1-methyl-7-(4-((R)-1-(piperidin-4-yl)ethyl)piperazin-1-yl)-1H-indazol-3-yl)piperidine-2,6-dione CN1N=C(C2=CC=CC(=C12)N1CCN(CC1)[C@H](C)C1CCNCC1)C1C(NC(CC1)=O)=O